C(C)(C)(C)OC(=O)NC=1C=C(C=C(C1)C(F)(F)F)[C@@H](C)NC1=NC(=NC2=CC(=C(C=C12)C1=CCC(CC1)C(=O)[O-])COC)C 4-(4-(((R)-1-(3-((tert-butoxycarbonyl)amino)-5-(trifluoromethyl)phenyl)ethyl)amino)-7-methoxy Methyl-2-methylquinazolin-6-yl)cyclohex-3-ene-1-carboxylate